N1C=CC2=CC(=CC=C12)C1N(CCC2=CC=CC=C12)C(=O)N (1H-indol-5-yl)-3,4-dihydroisoquinoline-2(1H)-carboxamide